BrC1=C2CN(C(C2=CC=C1)=O)C1CCC(CC1)C(=O)NC1=CC2=C(OC(O2)(F)F)C=C1 (1s,4s)-4-(4-Bromo-1-oxoisoindolin-2-yl)-N-(2,2-difluorobenzo[d][1,3]dioxol-5-yl)cyclohexanecarboxamide